(S)-3-((6-(benzyloxy)-3-bromoquinolin-5-yl)oxy)-2-fluoropropane-1-amine C(C1=CC=CC=C1)OC=1C(=C2C=C(C=NC2=CC1)Br)OC[C@H](CN)F